C(CCCCC)C1C(CCC1=O)C(=O)OC methyl 2-hexyl-3-oxocyclopentanecarboxylate